ClC=1N=C(N2N=C(N=CC21)NC2CCN(CC2)S(=O)(=O)C)C2(CC2)CC N-[5-chloro-7-(1-ethylcyclopropyl)imidazo[4,3-f][1,2,4]triazin-2-yl]-1-methanesulfonylpiperidin-4-amine